OC1=C(C(=O)O)C(=CC(=C1)O)CCCCC 2,4-dihydroxy-6-pentylbenzoic acid